(4R)-5-amino-4-methylpentan-1-ol NC[C@@H](CCCO)C